CN1C=C(C=2C1=CN=C(C2)NC(C)=O)C=2SC=C(N2)C2COCC2 N-(1-methyl-3-(4-(tetrahydrofuran-3-yl)thiazol-2-yl)-1H-pyrrolo[2,3-c]pyridin-5-yl)acetamide